COC(C1=C(C=C(C(=C1)F)F)NC1=C(C=C(C=C1)F)CN(CCC1=NC(=CC=C1[N+](=O)[O-])OC)C(=O)OC(C)(C)C)=O ((2-(((tert-Butoxycarbonyl)(2-(6-methoxy-3-nitropyridin-2-yl)ethyl)-amino)methyl)-4-fluorophenyl)amino)-4,5-difluoro-benzoic acid methyl ester